FC=1C(=CC(=NC1)N)C1=CC2=C(N=C3N2C(CC3)(C)C)C(=C1)F 5-fluoro-4-(5-fluoro-1,1-dimethyl-2,3-dihydro-1H-benzo[d]pyrrolo[1,2-a]imidazol-7-yl)pyridin-2-amin